N-methyl-2-(thiophen-2-yl)-1H-benzo[d]imidazole-5-carboxamide hydrochloride Cl.CNC(=O)C1=CC2=C(NC(=N2)C=2SC=CC2)C=C1